CC1=C(C(=CC(=C1)C)CCCC)O 2,4-dimethyl-6-butylphenol